BrC=1C=C(C=CC1)CC[NH3+] 3-bromophenylethylammonium